COC(=O)C=1C=CC2=C(N(C=N2)CC2=CN=CN2CC2CC2)C1 1-((1-(cyclopropylmethyl)-1H-imidazol-5-yl)methyl)-1H-benzo[d]imidazole-6-carboxylic acid methyl ester